ClC1=C2N(C(C(=C1)NC1=CC(=NC=N1)NC(=O)C1CC1)=O)C1(NC2=O)C2CCC1CC2 N-(6-((8'-chloro-1',5'-dioxo-1',5'-dihydro-2'H-spiro[bicyclo[2.2.1]heptane-7,3'-imidazo[1,5-a]pyridin]-6'-yl)amino)pyrimidin-4-yl)cyclopropanecarboxamide